7-(5-{[(1S,2S,3R)-2-fluoro-8-azabicyclo[3.2.1]octan-3-yl](methyl)amino}pyrazin-2-yl)-3-methylimidazo[1,2-a]pyridin-8-ol F[C@H]1[C@@H]2CCC(C[C@H]1N(C=1N=CC(=NC1)C1=C(C=3N(C=C1)C(=CN3)C)O)C)N2